N[C@H](CC=1C=C2C(=NC(=NN2C1Cl)Cl)NCC1=CC=CC=C1)CC1CC1 (S)-6-(2-amino-3-cyclopropylpropyl)-N-benzyl-2,7-dichloropyrrolo[2,1-f][1,2,4]triazin-4-amine